ClC1=C(C=CC(=C1OCC1=CC=C(C=C1)OC)C1OCCO1)CC(=O)OCC ethyl 2-[2-chloro-4-(1,3-dioxolan-2-yl)-3-[(4-methoxyphenyl)methoxy]phenyl]acetate